1-(5-bromonaphthalen-1-yl)-1H-pyrrole-2,5-dione BrC1=C2C=CC=C(C2=CC=C1)N1C(C=CC1=O)=O